C1(=CC=CC=C1)C(C(=O)O)(F)F phenyl-2,2-difluoroacetic acid